C(C)NC1CCN(CC1)C=1C2=CN(N=C2C(=CC1)C(=O)NC=1C=C(C=2N(C1)C=C(N2)C)CC(=O)O)C 2-[6-[[4-[4-(ethylamino)-1-piperidyl]-2-methyl-indazole-7-carbonyl]amino]-2-methyl-imidazo[1,2-a]-pyridin-8-yl]acetic acid